ClC1=CC2=C(N=C(N=C2NCC2CC2)C2=C(C(=CC(=C2F)OC)OC)F)C=N1 6-chloro-N-(cyclopropylmethyl)-2-(2,6-difluoro-3,5-dimethoxyphenyl)pyrido[3,4-d]pyrimidine-4-amine